3-bromo-N,N-dimethyl-5-(trifluoromethyl)aniline BrC=1C=C(N(C)C)C=C(C1)C(F)(F)F